Cl.FC1=C(C#N)C=CC(=C1)C=1CCNCC1 2-fluoro-4-(1,2,3,6-tetrahydropyridin-4-yl)benzonitrile hydrochloride